C1(CC1)C1CC(C(NC1)=O)CC=1C=CC=2N(N1)C=C(N2)[C@@H](NC(=O)C2=CC=NN2CC)C2CCC(CC2)(F)F N-((1S)-(6-((5-cyclopropyl-2-oxopiperidin-3-yl)methyl)imidazo[1,2-b]pyridazin-2-yl)(4,4-difluorocyclohexyl)methyl)-1-ethyl-1H-pyrazole-5-carboxamide